FC(C(=O)NC1C[C@H]2CC[C@@H](C1)N2C)(CO)C2=CC=CC=C2 2-Fluoro-3-hydroxy-N-((1R,3r,5S)-8-methyl-8-azabicyclo[3.2.1]octan-3-yl)-2-phenylpropanamide